Cl.N(C(=N)N)C=1SC=C(N1)CCl guanidino-4-chloromethylthiazole hydrochloride